C1(CC1)C=1N=CC=2C=C3C(=C(C2C1)S(=O)(=O)NCC(C)(C)F)CC(C3)NC3=CC(CCC3)=O 3-cyclopropyl-N-(2-fluoro-2-methylpropyl)-7-[(3-oxocyclohexen-1-yl)amino]-7,8-dihydro-6H-cyclopenta[g]isoquinoline-5-sulfonamide